O=C1C(CCCC1)(C=1C=C2N=CC=NC2=CC1)CC=O 2-(2-oxo-1-quinoxalin-6-yl-cyclohexyl)acetaldehyde